aminopropyl-trimethoxysilane hydrochloride Cl.NCCC[Si](OC)(OC)OC